C(C)NC=1N=CC(=C2C=C(N=CC12)C1(CC1)C(=O)N)C1=NN2C(C=CC(=C2)N2CCOCC2)=C1 (8-(ethylamino)-5-(6-morpholinopyrazolo[1,5-a]pyridin-2-yl)-2,7-naphthyridin-3-yl)cyclopropanecarboxamide